4-(2-(Ethyl(isopropyl)amino)-6-methylpyrimidine-4-carboxamido)-2-methylbenzoic acid C(C)N(C1=NC(=CC(=N1)C(=O)NC1=CC(=C(C(=O)O)C=C1)C)C)C(C)C